2-(4-bromo-8-oxo-9-azatricyclo[8.1.1.02,7]dodeca-2,4,6-trien-9-yl)-N-(5-methylpyrimidin-2-yl)acetamide BrC=1C=C2C3CC(N(C(C2=CC1)=O)CC(=O)NC1=NC=C(C=N1)C)C3